CC=1C(=NC=CC1)CN(C(C(=O)OC)=O)CC1=NC=CC=C1 methyl 2-[(3-methyl-2-pyridyl)methyl-(2-pyridylmethyl)amino]-2-oxo-acetate